5-[(E)-2-(2-bromo-5-methyl-anilino)vinyl]-2,2-dimethyl-1,3-dioxan-4,6-dione BrC1=C(N/C=C/C2C(OC(OC2=O)(C)C)=O)C=C(C=C1)C